N1N=C(C2=CC=CC=C12)C1=CC=CC2=CC3=CC=CC=C3C=C12 indazolyl-Anthracene